Spiro[3.4]octane hydrochloride Cl.C1CCC12CCCC2